iso-Pentyl-4-(4-isopropylpiperazin-1-yl)-1H-benzo[d]imidazole-1-carboxamide C(CC(C)C)C1=NC2=C(N1C(=O)N)C=CC=C2N2CCN(CC2)C(C)C